FC=1C=C(C=C(C1NCC1CCOCC1)[N+](=O)[O-])S(=O)(=O)NC(C1=CC=CC=C1)=O N-((3-fluoro-5-nitro-4-(((tetrahydro-2H-pyran-4-yl)methyl)amino)phenyl)sulfonyl)benzamide